COC=1C=C(C=CC1)/C=C/C(=O)OC1=C(C=C(C=C1OC)/C=N/C1=CC=C(C=C1)O)Br (E)-2-bromo-4-((E)-(4-hydroxyphenylimino)methyl)-6-methoxyphenyl 3-(3-methoxyphenyl)acrylate